diisooctyl 4-vinylphenylphosphonate C(=C)C1=CC=C(C=C1)P(OCCCCCC(C)C)(OCCCCCC(C)C)=O